(R)-(-)-2-(4-methylphenyl)-1-methylethylamine CC1=CC=C(C=C1)C[C@@H](C)N